C1(CCC1)C1(CC=NO1)C 5-cyclobutyl-5-methyl-4,5-dihydroisoxazole